F[P-](F)(F)(F)(F)F.C(#N)C(C(=O)OCC)=NO[P+](N1CCCC1)(N1CCCC1)N1CCCC1 1-cyano-2-ethoxy-2-oxoethylideneaminooxy-tris-pyrrolidino-phosphonium hexafluorophosphate